propionylisopropylamine C(CC)(=O)NC(C)C